5-chloro-3-(methylamino)thiophene-2-carboxylic acid ClC1=CC(=C(S1)C(=O)O)NC